[O-]S(=O)(=O)C(F)(F)F.O1C(=NC2=C1C=CC=C2)C2=CC=[N+](C=C2)C2=CC=CC=C2 4-(Benzooxazol-2-yl)-1-phenylpyridin-1-ium triflate